N-(6-Cyclohexylbenzo[d]thiazol-2-yl)-4-(2-methoxyphenyl)-6-methylnicotinamide C1(CCCCC1)C1=CC2=C(N=C(S2)NC(C2=CN=C(C=C2C2=C(C=CC=C2)OC)C)=O)C=C1